COC1=CC=C(C=C1)/C=C/C(=O)N(C1=NC=CC=C1)CCSC (E)-3-(4-methoxyphenyl)-N-(2-methylsulfanylethyl)-N-(2-pyridyl)prop-2-enamide